1-(t-butyl) 2,4-dimethyl (2S)-4-((6-methyl-3-nitropyridin-2-yl)oxy)pyrrolidine-1,2,4-tricarboxylate CC1=CC=C(C(=N1)OC1(C[C@H](N(C1)C(=O)OC(C)(C)C)C(=O)OC)C(=O)OC)[N+](=O)[O-]